CC1=CC=C(C=C1)S(=O)(=O)ON=C1C=CC(S1)=C(C#N)C1=C(C=CC=C1)C (5-(4-methylphenyl)sulfonyloxyimino-5H-thiophen-2-ylidene)-(2-methylphenyl)acetonitrile